C(C)(C)(C)OOOO tert-butylperoxy hydroperoxide